2-[6-[6-(2,6-diazaspiro[3.3]heptan-2-yl)-3-pyridyl]-4-fluoro-1-oxo-isoindolin-2-yl]-2-(6,7-dihydro-5H-pyrrolo[1,2-c]imidazol-1-yl)-N-thiazol-2-yl-acetamide C1N(CC12CNC2)C2=CC=C(C=N2)C2=CC(=C1CN(C(C1=C2)=O)C(C(=O)NC=2SC=CN2)C2=C1N(C=N2)CCC1)F